S-((5-fluorobenzo[d]oxazol-2-yl) methyl) thioacetate C(C)(=O)SCC=1OC2=C(N1)C=C(C=C2)F